bis(6,6,7,7,8,8,8-heptafluoro-2,2-dimethyl-3,5-octanedione) copper (II) [Cu+2].FC(C(CC(C(C)(C)C)=O)=O)(C(C(F)(F)F)(F)F)F.FC(C(CC(C(C)(C)C)=O)=O)(C(C(F)(F)F)(F)F)F